C(CC)[Si](O)(O)O Propyl-silanetriol